3-(4-octylphenyl)-thiophene C(CCCCCCC)C1=CC=C(C=C1)C1=CSC=C1